OC1=C(C=CC=C1)C=1C=C2C(=NN1)NC[C@@H]1N2CCN(C1)C1CC2(CN(C2)C2CCN(CC2)C(=O)OC(C)(C)C)C1 (S)-tert-butyl 4-(6-(2-(2-hydroxyphenyl)-6a,7,9,10-tetrahydro-5H-pyrazino[1',2':4,5]pyrazino[2,3-c]pyridazin-8(6H)-yl)-2-azaspiro[3.3]heptan-2-yl)piperidine-1-carboxylate